C(C=C)[O-].[Na+] Sodium Allyl Alcoholate